Tert-butyl 6-(4-nitro-2-(trifluoromethyl) phenyl)-2,6-diazaspiro[3.3]heptane-2-carboxylate [N+](=O)([O-])C1=CC(=C(C=C1)N1CC2(CN(C2)C(=O)OC(C)(C)C)C1)C(F)(F)F